NC1=CC=NC(=C1C(=O)NC)F 4-Amino-2-fluoro-N-methylnicotinamide